NC1=C(C=C2C(=N1)C=C(N2)C(=O)N(C2CCCC=1C=CC=NC21)CC2=NC=C(C=C2)C2=C(C=CC=C2Cl)Cl)C 5-amino-N-((5-(2,6-dichlorophenyl)pyridin-2-yl)methyl)-6-methyl-N-(5,6,7,8-tetrahydroquinolin-8-yl)-1H-pyrrolo[3,2-b]pyridine-2-carboxamide